2-[[5-Ethylsulfanyl-6-[7-(trifluoromethylsulfanyl)imidazo[1,2-c]pyrimidin-2-yl]-3-pyridyl]oxy]-2-methyl-propanenitrile C(C)SC=1C=C(C=NC1C=1N=C2N(C=NC(=C2)SC(F)(F)F)C1)OC(C#N)(C)C